C(N)(=N)C1=C2C(=C(NC2=CC=C1)C1=CC=CC=C1)C(N)=N diamidino-2-phenyl-indole